cyclononane-1,3-dicarboxylic acid C1(CC(CCCCCC1)C(=O)O)C(=O)O